6-(4-Fluoro-3-methylphenyl)-5-(1H-indazol-5-yl)pyridin-3-amine FC1=C(C=C(C=C1)C1=C(C=C(C=N1)N)C=1C=C2C=NNC2=CC1)C